C[C@H](C(C)O)O (2R,2R)-2,3-butanediol